[Cl-].NC(C1=CC=CC=C1)(C1=CC=CC=C1)N diaminodiphenylmethane chloride